[C@@H]12N(C[C@@H](NC1)C2)C=2C=CC=C1C(=CN=CC21)N2C(NC(CC2)=O)=O 1-[8-[(1S,4S)-2,5-diazabicyclo[2.2.1]heptan-2-yl]-4-isoquinolyl]hexahydropyrimidine-2,4-dione